4-(chloromethyl)-3-cyclohexyl-5-cyclopropyl-1,2-oxazole ClCC=1C(=NOC1C1CC1)C1CCCCC1